(1R,3S,4R)-2-((3-chloro-2-methylphenyl)glycyl)-N-((S)-1-cyano-2-((R)-2-oxopiperidin-3-yl)ethyl)-5,5-difluoro-2-azabicyclo[2.2.2]octane-3-carboxamide ClC=1C(=C(C=CC1)NCC(=O)N1[C@H]2CC([C@@H]([C@H]1C(=O)N[C@@H](C[C@@H]1C(NCCC1)=O)C#N)CC2)(F)F)C